(S)-N4-(5-(1-(2-oxa-6-azaspiro[3.3]heptan-6-yl)ethyl)pyridin-2-yl)-N6-(5-chloro-3-(methylsulfonyl)pyridin-2-yl)pyrimidine-4,6-diamine C1OCC12CN(C2)[C@@H](C)C=2C=CC(=NC2)NC2=NC=NC(=C2)NC2=NC=C(C=C2S(=O)(=O)C)Cl